C1(=CC=CC=C1)P(C1=CC=CC=C1)C=1C(=C(C(=CC1)O)O)C diphenylphosphino-methylbenzenediol